N1(N=NC=C1)C[C@H]1N(C[C@@H](C1)NC(=O)C=1OC(=NN1)C1=C(C=CC(=C1)OC(F)(F)F)OC1CC1)C(=O)OC(C)(C)C tert-butyl (2S,4R)-2-((1H-1,2,3-triazol-1-yl)methyl)-4-(5-(2-cyclopropoxy-5-(trifluoromethoxy)-phenyl)-1,3,4-oxadiazole-2-carboxamido)pyrrolidine-1-carboxylate